ClC1=C(C(=O)C2=CNC3=C2C2=C(NC([C@]4(N2)CO[C@@H](CC4)CO)=O)C=N3)C=CC(=C1)OC1=CC=CC=C1 (3r,6s)-9'-(2-chloro-4-phenoxybenzoyl)-6-(hydroxymethyl)-4',5,6,7'-tetrahydro-2h,4h-spiro[pyran-3,2'-pyrrolo[3',2':5,6]pyrido[3,4-b]pyrazin]-3'(1'h)-one